C(C)(C)(C)OC(N(C)C1C(N(CCC1)C=1C=NC=CC1Cl)=O)=O (1-(4-chloropyridin-3-yl)-2-oxopiperidin-3-yl)(methyl)carbamic acid tert-butyl ester